COC(=O)C1=C(C=C(C=C1F)C1=CC=C(C=C1)C1CCC(CC1)CCC)F 3,5-difluoro-4'-((1s,4r)-4-propylcyclohexyl)-[1,1'-biphenyl]-4-carboxylic acid methyl ester